ClC=1N=C(OC1C(=O)N1[C@@H](C2=C(CC1)NC=N2)C2=NN1C(C(=CC=C1)F)=C2)C(C)(C)O (S)-(4-chloro-2-(2-hydroxypropan-2-yl)oxazol-5-yl)(4-(4-fluoropyrazolo[1,5-a]pyridin-2-yl)-6,7-dihydro-1H-imidazo[4,5-c]pyridin-5(4H)-yl)methanone